2,7-bis[4-(diphenylamino)phenyl]benzo[b]benzo[4,5]thieno[2,3-d]thiophene 5,5-dioxide C1(=CC=CC=C1)N(C1=CC=C(C=C1)C=1C=CC2=C(SC3=C2S(C2=C3C=CC(=C2)C2=CC=C(C=C2)N(C2=CC=CC=C2)C2=CC=CC=C2)(=O)=O)C1)C1=CC=CC=C1